((2R,3R,4R,5R)-5-(2-(2-cyclohexylacetamido)-6-(methylamino)-9H-purin-9-yl)-3-(2-cyclohexylacetoxy)-4-fluoro-4-methyltetrahydrofuran-2-yl) methylpropionate CC(C(=O)O[C@H]1O[C@H]([C@]([C@@H]1OC(CC1CCCCC1)=O)(C)F)N1C2=NC(=NC(=C2N=C1)NC)NC(CC1CCCCC1)=O)C